N1=CNC=2C1=CSC2 thieno[3,4-d]imidazole